4-isocyanatopyridine N(=C=O)C1=CC=NC=C1